3-(3-chloro-4-(2-(2-methylthieno[2,3-d]pyrimidin-4-yl)cyclopropyl)benzamido)-1-(dimethoxymethyl)-8-azabicyclo[3.2.1]octane-8-carboxylate ClC=1C=C(C(=O)NC2CC3(CCC(C2)N3C(=O)[O-])C(OC)OC)C=CC1C1C(C1)C=1C3=C(N=C(N1)C)SC=C3